NC=1C2=C(N=CN1)N(C(=C2C2=CC(=C(C=C2)OC2=NC(=CC=C2)C)OC)C2=CC=C(C=C2)NC(CC=C)=O)C N-(4-(4-amino-5-(3-methoxy-4-(6-methylpyridin-2-yloxy)phenyl)-7-methyl-7H-pyrrolo[2,3-d]pyrimidin-6-yl)phenyl)but-3-enamide